CC1(NC(CC(C1)OC(CCCCCCC(=O)OC1CC(NC(C1)(C)C)(C)C)=O)(C)C)C.C(C)C=1C(=C(C=CC1F)[C@H]1[C@H](O[C@](C1)(C(F)(F)F)C)C(=O)NC1=CC(=NC=C1)C(=O)N)OC (2S,3S,5R)-4-[[3-(3-ethyl-4-fluoro-2-methoxy-phenyl)-5-methyl-5-(trifluoromethyl)tetrahydrofuran-2-carbonyl]amino]pyridine-2-carboxamide bis(2,2,6,6-tetramethyl-4-piperidinyl)suberate